OC1=C(C(C(C(=C1)O)(CC=C(C)C)CC=C(C)C)=O)C(CC(C)C)=O 3,5-dihydroxy-6,6-bis(3-methylbutan-2-en-1-yl)-2-(3-methylbutanoyl)cyclohex-2,4-dien-1-one